FC=1C=C(C(=C2C=NNC12)C1=C2C(=NC(=C1C#N)N1CC3(CN(C3)C(C=C)=O)CC1)CC(OC2)(C)C)C 4-(7-fluoro-5-methyl-1H-indazol-4-yl)-7,7-dimethyl-2-(2-(2-propenoyl)-2,6-diazaspiro[3.4]octan-6-yl)-7,8-dihydro-5H-pyrano[4,3-b]pyridine-3-carbonitrile